OC1=C(C(N(C2=NC=C(C=C12)C1=CC=C(C=C1)OC)CCN1CCOCC1)=O)C(=O)OCC ethyl 4-hydroxy-6-(4-methoxyphenyl)-1-(2-morpholinoethyl)-2-oxo-1,8-naphthyridine-3-carboxylate